[B].[C].[Ge].[Si] silicon germanium carbon boron